ClC1=C(C=2C(=C3N(CCN(C3)C(CCOCCC)=O)C2N=C1)F)Cl 1-(3-(3,4-dichloro-5-fluoro-8,9-dihydropyrido[3',2':4,5]pyrrolo[1,2-a]pyrazin-7(6H)-yl)-3-oxopropoxy)propan